CC(C)CCC[C@@H](C)[C@H]1CC[C@H]2[C@@H]3CC=C4CCCC[C@]4(C)[C@H]3CC[C@]12C (25S)-cholest-5-en